C(=O)(OCC1C2=CC=CC=C2C2=CC=CC=C12)C1CCCC1 Fmoc-Cyclopentane